3-(4-((1r,4r)-4-(4-(4-(3-amino-6-(2-hydroxyphenyl)pyridazin-4-yl)-3-methyl-1H-pyrazol-1-yl)piperidin-1-yl)cyclohexyl)indolin-1-yl)piperidine-2,6-dione NC=1N=NC(=CC1C=1C(=NN(C1)C1CCN(CC1)C1CCC(CC1)C1=C2CCN(C2=CC=C1)C1C(NC(CC1)=O)=O)C)C1=C(C=CC=C1)O